N-(3-chlorophenyl)-1-methyl-9-(1,2,3,6-tetrahydropyridin-4-yl)-6,7-dihydro-5H-benzo[c][1,2,3]triazolo[1,5-a]azepin-7-amine 2,2,2-trifluoroacetate FC(C(=O)O)(F)F.ClC=1C=C(C=CC1)NC1C2=C(C=3N(CC1)N=NC3C)C=CC(=C2)C=2CCNCC2